cyclohex-3-enecarboxaldehyde C1(CC=CCC1)C=O